C(C)(C)(C)OC(=O)N1CCN(CC1)C=1C=C2C(=CC(=NC2=CC1)C)N[C@H](C)C1=C(C(=CC=C1)C(F)F)F (R)-4-(4-((1-(3-(difluoromethyl)-2-fluorophenyl)ethyl)amino)-2-methylquinolin-6-yl)piperazine-1-carboxylic acid tert-butyl ester